BrC1=CC=C(C=C1)C1(CCOCC1)O 4-(4-Bromophenyl)tetrahydro-2H-pyran-4-ol